FC1=CC=CC(=N1)S(=O)(=O)NC=1SC=C(N1)C1=C(C=CC=C1)CCCCCCNC(OC(C)(C)C)=O tert-butyl N-[6-[2-[2-[(6-fluoro-2-pyridyl)sulfonylamino]thiazol-4-yl]phenyl]hexyl]carbamate